Cl.NC(CCCCB(O)O)C1=NN=NN1CCCC1=CC=CC=C1 (5-amino-5-(1-(3-phenylpropyl)-1H-tetrazol-5-yl)pentyl)boronic acid hydrochloride